CC1=CC=2C(=CN=CC2)O1 2-methylfuro[2,3-c]pyridine